N-[3,5-bis(trifluoromethyl)phenyl]-N'-[(1S,2R)-2,3-dihydro-2-hydroxy-1H-inden-1-yl]thiourea FC(C=1C=C(C=C(C1)C(F)(F)F)NC(=S)N[C@@H]1[C@@H](CC2=CC=CC=C12)O)(F)F